ClC=1C=C(C(=NC1)OC1=CC=C(C=C1)C1=C(C=CC(=N1)CC(CC(=O)OCC)=O)F)F ethyl 4-(6-(4-((5-chloro-3-fluoropyridin-2-yl) oxy) phenyl)-5-fluoropyridin-2-yl)-3-oxobutyrate